F[C@@H]1[C@@H]2CCC[C@H](C[C@H]1C(=C)C=1N=CC(=NC1)C=1C(=CC(=NC1)N1C=NC=C1)O)N2 5-(5-(1-((1S,2S,3S,5R)-2-fluoro-9-azabicyclo[3.3.1]nonan-3-yl)vinyl)pyrazin-2-yl)-2-(1H-imidazol-1-yl)pyridin-4-ol